COCCCOCCl methoxypropoxymethyl chloride